FC=1C=C(C=CC1C)C1(CN(CC1)C(=O)NC1=C(C=CC(=C1)C(C)(C)O)OC)C1=NC=NS1 3-(3-fluoro-4-methylphenyl)-N-(5-(2-hydroxypropan-2-yl)-2-methoxyphenyl)-3-(1,2,4-thiadiazol-5-yl)pyrrolidine-1-carboxamide